CC(CCC(=O)OC)CCCC(CCCC(CC)C)C Methyl 4,8,12-trimethyltetradecanoate